Ethyl 2-((4-methyl-4'-(2-(4-methylpiperazin-1-yl)ethyl)-[1,1'-biphenyl]-3-yl)(propyl)amino)thiazole-4-carboxylate CC1=C(C=C(C=C1)C1=CC=C(C=C1)CCN1CCN(CC1)C)N(C=1SC=C(N1)C(=O)OCC)CCC